CN1CC(CC1)C(=O)NC1=NC=C(C=N1)C1=NC=CC=C1 1-methyl-N-(5-(pyridin-2-yl)pyrimidin-2-yl)pyrrolidine-3-carboxamide